(2R)-N-(3-fluoro-4-(trimethylsilyl)phenyl)-2-(4-(methoxymethyl)phenyl)-2-((morpholin-4-ylacetyl)amino)acetamide FC=1C=C(C=CC1[Si](C)(C)C)NC([C@H](NC(CN1CCOCC1)=O)C1=CC=C(C=C1)COC)=O